sodium L-(+)-ascorbate O=C1C(O)=C([O-])[C@H](O1)[C@@H](O)CO.[Na+]